N1N=CC2=C1CO[C@H]2[C@H]2O[C@H]([C@@H]([C@@H]2O)O)N2C=CC1=C2N=CN=C1C (2S,3S,4R,5R)-2-((R)-4,6-dihydro-1H-furo[3,4-c]pyrazol-4-yl)-5-(4-methyl-7H-pyrrolo[2,3-d]pyrimidin-7-yl)tetrahydrofuran-3,4-diol